5-((1-(cyclopropylmethyl)-1H-1,2,3-triazol-4-yl)methyl)-2-methyl-2H-1,2,3-triazol C1(CC1)CN1N=NC(=C1)CC=1C=NN(N1)C